3-(3,5-dimethyl-1,2-oxazol-4-yl)propanal CC1=NOC(=C1CCC=O)C